OC1CCC(CC1)C1(CCCCC1)C1CCC(CC1)O 1,1-bis(4-hydroxycyclohexyl)cyclohexane